O1C2=C(OCC1)C=C(C=C2)C(CCN2CC(C2)(O)CNC(OC(C)(C)C)=O)=O tert-butyl ((1-(3-(2,3-dihydrobenzo[b][1,4]dioxin-6-yl)-3-oxopropyl)-3-hydroxyazetidin-3-yl)methyl)carbamate